2-(3-chloro-4-(9-((2,4-dimethylthiazol-5-yl)methyl)-6-(1-methylcyclopropoxy)-9H-purin-8-yl)phenyl)acetamide ClC=1C=C(C=CC1C=1N(C2=NC=NC(=C2N1)OC1(CC1)C)CC1=C(N=C(S1)C)C)CC(=O)N